[Cl-].C(CCCCCCC\C=C/CCCCCCCC)O[N+](C)(C)OCCCCCCCC\C=C/CCCCCCCC N,N-dioleyloxy-N,N-dimethyl-ammonium chloride